C1=CC=CC=2C3=CC=CC=C3C(C12)COC(=O)N([C@H](C(=O)O)CC1=CC=C(C=C1)C(F)(F)F)CCC (2S)-2-[9H-fluoren-9-ylmethoxycarbonyl-(propyl)amino]-3-[4-(trifluoromethyl)phenyl]propionic acid